COC1=C(C=CC(=C1)OC)C1=CC=C(C=C1)N1N=NC(=C1)C=1C=C(C(=O)O)C=CC1 3-(1-(2',4'-dimethoxy-[1,1'-biphenyl]-4-yl)-1H-1,2,3-triazol-4-yl)benzoic acid